1-methyl-5-(trifluoromethyl)pyrazol-3-amine CN1N=C(C=C1C(F)(F)F)N